C(C)C(CC1=CC(=C(C(=C1)OC)OC)OC)N α-ethyl-3,4,5-trimethoxy-phenethylamine